C(C)(C)(C)OC(=O)N1CC(C1)CC(F)(F)C1=C(C(=CC=C1)Br)F 3-(2-(3-bromo-2-fluorophenyl)-2,2-difluoroethyl)azetidine-1-carboxylic acid tert-butyl ester